C1(=CC=CC=C1)C(C[Al](CC(C1=CC=CC=C1)C1=CC=CC=C1)CC(C1=CC=CC=C1)C1=CC=CC=C1)C1=CC=CC=C1 tris[2,2-diphenyl-ethyl]aluminum